N-[(6-Amino-2-pyridyl)sulfonyl]-6-(6-isopropoxy-3-pyridyl)-2-[(3R)-3-methylpyrrolidin-1-yl]pyridin-3-carboxamid NC1=CC=CC(=N1)S(=O)(=O)NC(=O)C=1C(=NC(=CC1)C=1C=NC(=CC1)OC(C)C)N1C[C@@H](CC1)C